C(CCCCCCCCCCC)OC1=CC=C(C=C1)S(=O)(=O)C=1C=NC2=CC=C(C=C2C1N1CCC(CC1)N1CCC(CC1)N1CCN(CC1)CCO)S(=O)C 2-(4-(1'-(3-((4-(dodecyloxy)phenyl)sulfonyl)-6-(methylsulfinyl)quinolin-4-yl)-[1,4'-bipiperidin]-4-yl)piperazin-1-yl)ethan-1-ol